O1COC=2C1=CC=1C(=NC=3CCCC(C3C1)=O)C2 7,8-dihydro-6H-[1,3]benzodioxolo[5,6-b]quinolin-9-one